CC1(OB(OC1(C)C)C1=CC=C(C=C1)NC(=O)N)C [4-(4,4,5,5-tetramethyl-1,3,2-dioxaborolan-2-yl)phenyl]urea